6-(Benzofuran-2-yl)-N-((2,4-dioxo-1,3-diazaspiro[4.4]nonan-6-yl)methyl)-4-(trifluoromethyl)pyridine-3-sulfonamide O1C(=CC2=C1C=CC=C2)C2=CC(=C(C=N2)S(=O)(=O)NCC2C1(C(NC(N1)=O)=O)CCC2)C(F)(F)F